FC(N1N=C(C=C1)[C@@]1(C[C@H](C=2C=NC=3N(C21)N=C(C3)F)C(=O)NC=3C=NC(=C(C3)OC)C3=NC=CC=N3)C)F (6R,8R)-8-(1-(difluoromethyl)-1H-pyrazol-3-yl)-2-fluoro-N-(5-methoxy-6-(pyrimidin-2-yl)pyridin-3-yl)-8-methyl-7,8-dihydro-6H-cyclopenta[e]pyrazolo[1,5-a]pyrimidine-6-carboxamide